1-chloro-8-(4-fluoro-2-methoxy-5-nitrophenoxymethyl)isoquinoline tetrakis(2,4-di-tert-butylphenyl)[1,1-biphenyl]-4,4'-diyl-bisphosphonate C(C)(C)(C)C1=C(C=CC(=C1)C(C)(C)C)OP(OC1=C(C=C(C=C1)C(C)(C)C)C(C)(C)C)(=O)C1=CC=C(C=C1)C1=CC=C(C=C1)P(OC1=C(C=C(C=C1)C(C)(C)C)C(C)(C)C)(OC1=C(C=C(C=C1)C(C)(C)C)C(C)(C)C)=O.ClC1=NC=CC2=CC=CC(=C12)COC1=C(C=C(C(=C1)[N+](=O)[O-])F)OC